ClC1=CC=C2C(NC(N(C2=C1C)C1=CC=CC=C1)=O)=O 7-chloro-8-methyl-1-phenylquinazolin-2,4(1H,3H)-dione